3-VINYLBENZOIC ACID C(=C)C=1C=C(C(=O)O)C=CC1